CN1N=C(C=C1C(=O)N[C@@H](C)C1=CN=C(S1)C1=CC(=CC=C1)C(F)(F)F)C(F)(F)F (S)-1-methyl-3-(trifluoromethyl)-N-(1-(2-(3-(trifluoromethyl)phenyl)thiazol-5-yl)ethyl)-1H-pyrazole-5-carboxamide